(2-(morpholine-4-carbonyl)benzo[b]thiophen-3-yl)acetamide N1(CCOCC1)C(=O)C1=C(C2=C(S1)C=CC=C2)CC(=O)N